NC1=NC=NN2C1=CC=C2[C@]2([C@@H]([C@@H]([C@H](O2)COP(=O)(OC2=CC=CC=C2)N[C@H](C(=O)OCC(CC)CC)C)O)O)C#N 2-ethylbutyl (2S)-2-[({[(2R,3S,4R,5R)-5-{4-aminopyrrolo[2,1-f][1,2,4]triazin-7-yl}-5-cyano-3,4-dihydroxyoxolan-2-yl]methoxy}(phenoxy)phosphoryl)amino]propanoate